C[Si](CCOCN1C=NC=C1)(C)C 1-((2-(trimethylsilyl)ethoxy)methyl)-1H-imidazol